tert-butyl [(1S,2S,4S)-2-hydroxy-4-(trifluoromethoxy)cyclopentyl]carbamate O[C@@H]1[C@H](C[C@@H](C1)OC(F)(F)F)NC(OC(C)(C)C)=O